C(C1=CC=CC=C1)OCN1N=CC(=C(C1=O)CCC(=O)OCC)NCCO ethyl 3-(2-((benzyloxy)methyl)-5-((2-hydroxyethyl)amino)-3-oxo-2,3-dihydropyridazin-4-yl)propanoate